6-bromo-3-methylimidazo[1,2-a]pyridine-8-carboxylic acid methyl ester COC(=O)C=1C=2N(C=C(C1)Br)C(=CN2)C